2-(6-fluoropyridin-3-yl)-1,1-dioxoisothiazolidine FC1=CC=C(C=N1)N1S(CCC1)(=O)=O